N-[3-(1-oxospiro[2H-indene-3,4'-piperidine]-5-yl)-1H-pyrrolo[2,3-b]pyridin-6-yl]pyridine-4-carboxamide O=C1CC2(CCNCC2)C2=CC(=CC=C12)C1=CNC2=NC(=CC=C21)NC(=O)C2=CC=NC=C2